OC1(CN(CC1)C(=O)OC(C)(C)C)C(=O)OC 1-(tert-butyl) 3-methyl 3-hydroxypyrrolidine-1,3-dicarboxylate